(R)-3-(6-fluoro-2-(hydroxymethyl)-3-iodo-4-carbonylquinolin-1(4H)-yl)pyrrolidine-1-carboxylic acid tert-butyl ester C(C)(C)(C)OC(=O)N1C[C@@H](CC1)N1C(=C(C(C2=CC(=CC=C12)F)=C=O)I)CO